methyl-chloro-silicon C[Si]Cl